4-(2,5-dioxo-2,5-dihydro-1H-pyrrol-1-yl)butanoic acid O=C1N(C(C=C1)=O)CCCC(=O)O